F\C(\C(=O)NC=1C=C2C(=NC=NC2=CC1OC)NC1=C(C=C(C(=C1)C)OC1=CC=2N(C=N1)C=CN2)OC)=C\[C@@H]2N(CCC2)C (R,E)-2-fluoro-N-(4-((4-(imidazo[1,2-c]pyrimidin-7-yloxy)-2-methoxy-5-methylphenyl)amino)-7-methoxy-quinazolin-6-yl)-3-(1-methylpyrrolidin-2-yl)acrylamide